FC(C1(C(O1)(C(C(F)(F)F)(F)F)F)C(F)(F)F)(F)F 3,3-Bis(trifluoromethyl)-2-fluoro-2-(pentafluoroethyl)oxirane